CC(C(=O)OCOC1=CC(=CC(=C1C1CCCC(=C1)C)OCOC(C(C)(C)C)=O)C(C)(CCCCCC)C)(C)C ((5'-methyl-4-(2-methyloctan-2-yl)-1',2',3',4'-tetrahydro-[1,1'-biphenyl]-2,6-diyl)bis(oxy))bis(methylene) bis(2,2-dimethylpropanoate)